The molecule is a 1,2-diacyl-sn-glycero-3-phosphoethanolamine in which the acyl substituents at positions 1 and 2 are specified as pentadecanoyl and octadecanoyl respectively. It has a role as a Papio hamadryas metabolite. It derives from an octadecanoic acid and a pentadecanoic acid. CCCCCCCCCCCCCCCCCC(=O)O[C@H](COC(=O)CCCCCCCCCCCCCC)COP(=O)(O)OCCN